ClC=1C=C2C=C(C(=NC2=C(C1)F)C1CC1)C#N 6-chloro-2-cyclopropyl-8-fluoroquinoline-3-carbonitrile